N-[2-methyl-5-[[2-[(2S)-2-methylpyrrolidin-1-yl]acetyl]amino]-3-pyridyl]-6-(1,3,5-trimethylpyrazol-4-yl)triazolo[1,5-a]pyridine-3-carboxamide CC1=NC=C(C=C1NC(=O)C=1N=NN2C1C=CC(=C2)C=2C(=NN(C2C)C)C)NC(CN2[C@H](CCC2)C)=O